COC1=CC=2C3=C(N(C2C=C1)C)C(N(N=C3)CC=3C=C(C=CC3)NC(OC(C)(C)C)=O)=O tert-butyl (3-((8-methoxy-5-methyl-4-oxo-4,5-dihydro-3H-pyridazino[4,5-b]indol-3-yl)methyl)phenyl)carbamate